ClC1=NC=CC(=C1)OC1CC2(C(N3[C@H](O2)CC[C@H]3C3=CC=CC=C3)=O)C1 (5'S,7a'R)-3-[(2-chloropyridin-4-yl)oxy]-5'-phenyltetrahydro-3'H-spiro[cyclobutane-1,2'-pyrrolo[2,1-b][1,3]oxazol]-3'-one